6-[2-isopropyl-6-(4-piperazin-1-yl-1-piperidinyl)-3-pyridinyl]-2,8-dimethyl-imidazo[1,2-a]pyridine C(C)(C)C1=NC(=CC=C1C=1C=C(C=2N(C1)C=C(N2)C)C)N2CCC(CC2)N2CCNCC2